C1(CC1)NC(C1=C(C=C(C=C1OC)C1=CN=C2N1C=CC(=C2)OC(CN2CCOCC2)C)OC(F)F)=O N-cyclopropyl-2-(difluoromethoxy)-6-methoxy-4-[7-(1-methyl-2-morpholino-ethoxy)imidazo[1,2-a]pyridin-3-yl]benzamide